2-[9H-fluoren-9-ylmethoxycarbonyl(methyl)amino]-3-(3-iodophenyl)propanoic acid C1=CC=CC=2C3=CC=CC=C3C(C12)COC(=O)N(C(C(=O)O)CC1=CC(=CC=C1)I)C